p-Dodecyl-styrene C(CCCCCCCCCCC)C1=CC=C(C=C)C=C1